C1(CCC1)C=1C=CC(=NC1)NC([C@H](C)N1C[C@@H](C(CC1)(F)F)C1=CNC(C=C1)=O)=O (S)-N-(5-cyclobutylpyridin-2-yl)-2-((S)-4,4-difluoro-3-(6-oxo-1,6-dihydropyridin-3-yl)piperidin-1-yl)propanamide